7-cyclohexadecene C1CCCCCC=CCCCCCCCC1